(R)-6-(cyclopropanecarboxamido)-4-((8-fluoro-2,4,5-trimethyl-4,5-dihydro-[1,2,4]triazolo[1,5-a]quinoxalin-6-yl)amino)-N-(methyl-d3)pyridazine-3-carboxamide C1(CC1)C(=O)NC1=CC(=C(N=N1)C(=O)NC([2H])([2H])[2H])NC1=C2N([C@@H](C=3N(C2=CC(=C1)F)N=C(N3)C)C)C